(R)-1-((5-fluoro-2-(2-methoxy-7-methylquinoxalin-5-yl)benzo[d]thiazol-6-yl)oxy)propan-2-yl (6-(2-hydroxyethyl)pyridin-3-yl)carbamate OCCC1=CC=C(C=N1)NC(O[C@@H](COC1=CC2=C(N=C(S2)C2=C3N=CC(=NC3=CC(=C2)C)OC)C=C1F)C)=O